5'-(3,4-difluorophenyl)-N-(4-(4-(2-hydroxyethyl)piperazin-1-yl)phenyl)-3'-isopropyl-1H,3'H-[2,4'-biimidazole]-4-carboxamide FC=1C=C(C=CC1F)C1=C(N(C=N1)C(C)C)C=1NC=C(N1)C(=O)NC1=CC=C(C=C1)N1CCN(CC1)CCO